N1C=CC2=CC(=CC=C12)C=1C=NC(=NC1)OC1C2CN3CC(CC1C3)C2 4-(5-(1H-indol-5-yl)-pyrimidin-2-yloxy)-1-azatricyclo[3.3.1.13,7]decane